COC[C@H]1N(CCC1)C(C)(C#C)C (S)-2-(methoxymethyl)-1-(2-methylbut-3-yn-2-yl)pyrrolidine